ClC=1C=C(C=CC1)N(C1N(C(=NC(=N1)N)N)C(C)C)C(C)C N-(3-Chlorophenyl)-N1,N2-diisopropyl-[1,3,5]triazine-2,4,6-triamine